COC(C1=C(C(=CC(=C1F)F)F)F)=O 2,3,5,6-tetrafluoro-benzoic acid methyl ester